tin(II) dioleate C(CCCCCCC\C=C/CCCCCCCC)(=O)[O-].C(CCCCCCC\C=C/CCCCCCCC)(=O)[O-].[Sn+2]